(R)-1-((4-(N,N-Diethylsulfamoyl)phenyl)sulfonyl)-N-((R)-1-(3-isopropyl-1,2,4-oxadiazol-5-yl)pyrrolidin-3-yl)piperidine-3-carboxamide C(C)N(S(=O)(=O)C1=CC=C(C=C1)S(=O)(=O)N1C[C@@H](CCC1)C(=O)N[C@H]1CN(CC1)C1=NC(=NO1)C(C)C)CC